ClC1=C(C=CC=C1)N1N=C(C2=CC=CC=C12)N 1-(2-chlorophenyl)-1H-indazol-3-amine